COC=1C=C(C=CC1OC)C=1NC2=CC=C(C=C2C1CC)C=O 2-(3,4-dimethoxyphenyl)-3-ethyl-1H-indole-5-carbaldehyde